(3-(4-(2-bromoethoxy)-3-cyclopropylphenyl)-4,4-dimethyl-5-oxo-2-thioxoimidazolidin-1-yl)-3-(trifluoromethyl)pyridinecarbonitrile BrCCOC1=C(C=C(C=C1)N1C(N(C(C1(C)C)=O)C1=C(C(=NC=C1)C#N)C(F)(F)F)=S)C1CC1